6-chloro-4-(trifluoromethyl)picolinic acid ClC1=CC(=CC(=N1)C(=O)O)C(F)(F)F